ClC1=C(C=CC(=C1)Cl)C1=CC(=C(C=C1)C1CC1)C1=CC(OC(C1=O)(C)C)(C)C 4-(2',4'-Dichloro-4-cyclopropyl-[1,1'-biphenyl]-3-yl)-5,6-dihydro-2,2,6,6-tetramethyl-5-oxo-2H-pyran